CC1=CC2=C(S1)[C@@]1(C[C@@H](N(CC1)CC=1C=NN(C1)CC(CO)(CO)C)C)OCC2 2-[[4-[[(2'S,7R)-2,2'-dimethylspiro[4,5-dihydrothieno[2,3-c]pyran-7,4'-piperidine]-1'-yl]methyl]pyrazol-1-yl]methyl]-2-methyl-propane-1,3-diol